ClC1=C(C=CC=C1)N1C(N=C(C2=CC=C(C=C12)C(F)(F)F)N[C@@H]1[C@H](C1)F)=O 1-(2-Chlorophenyl)-4-(((1S,2S)-2-fluorocyclopropyl)amino)-7-(trifluoromethyl)quinazolin-2(1H)-one